2-methoxy-5-(1-methyl-1H-pyrazol-4-yl)-4-(4-(4-methylpiperazin-1-yl)piperidin-1-yl)aniline ethyl-4-chloro-5,6,7,8-tetrahydro-1,7-naphthyridine-2-carboxylate C(C)OC(=O)C1=NC=2CNCCC2C(=C1)Cl.COC1=C(N)C=C(C(=C1)N1CCC(CC1)N1CCN(CC1)C)C=1C=NN(C1)C